CC(COC1=CC=C(C=C1)C(C(C)(C)O)NC(OC(C)(C)C)=O)(CCC)C tert-Butyl (1-(4-((2,2-dimethylpentyl)oxy)phenyl)-2-hydroxy-2-methylpropyl)carbamate